ClC1=CC=2C(OCC3=NN(C=C3C3=CN=C(C(NS(C(=C1O)C2)(=O)=O)=C3)OC)C(F)F)=O 12-chloro-4-(difluoromethyl)-13-hydroxy-18-methoxy-15,15-dioxo-8-oxa-15λ6-thia-4,5,16,19-tetrazatetracyclo[15.3.1.1(10,14).0(2,6)]docosa-1(20),2,5,10(22),11,13,17(21),18-octaen-9-one